(1-(5-(trifluoromethyl)pyrimidin-2-yl)piperidin-4-yl)cyclopropanecarboxamide FC(C=1C=NC(=NC1)N1CCC(CC1)C1(CC1)C(=O)N)(F)F